(5aR,5bS,7aS,10aS,10bR)-2-(4-methoxyphenyl)-5a,7a-dimethyl-5,5a,5b,6,7,7a,8,9,10,10a,10b,11-dodecahydro-4H-cyclopenta[7,8]phenanthro[2,1-d]thiazol-8-ol COC1=CC=C(C=C1)C=1SC2=C(N1)CC[C@@]1([C@H]3CC[C@]4([C@H]([C@@H]3CC=C12)CCC4O)C)C